C(CC)NC1=NC=NC=C1 N-Propyl-pyrimidin-4-amine